C(C)[C@]1(C(OCC=2C(N3CC=4C(=NC=5C=CC(=C(C5C4)CN(C(C(C)(NC)C)=O)C)O)C3=CC21)=O)=O)O (S)-N-((4-Ethyl-4,9-dihydroxy-3,14-dioxo-3,4,12,14-tetrahydro-1H-pyrano[3',4':6,7]-indolizino[1,2-b]quinolin-10-yl)methyl)-N,2-dimethyl-2-(methylamino)propanamide